(2R)-2-{[2-(4-methylthiophen-3-yl)[1,2,4]triazolo[1,5-c]quinazolin-5-yl]amino}butanamide CC=1C(=CSC1)C1=NN2C(=NC=3C=CC=CC3C2=N1)N[C@@H](C(=O)N)CC